5-(methylcarbamoyl)-6-oxo-1-(1-(m-tolyl)ethyl)-1,6-dihydropyridine-3-carboxylic acid methyl ester COC(=O)C1=CN(C(C(=C1)C(NC)=O)=O)C(C)C=1C=C(C=CC1)C